tert-Butyl (S)-(1-(2-fluoro-4-(4-methylthiazol-5-yl)phenyl)ethyl)carbamate FC1=C(C=CC(=C1)C1=C(N=CS1)C)[C@H](C)NC(OC(C)(C)C)=O